5-Chloro-2-fluoro-4'-[(6S)-2,3,6,9-tetramethyl-6H-thieno[3,2-f][1,2,4]triazolo[4,3-a][1,4]diazepin-4-yl][1,1'-biphenyl]-4-carboxylic acid ClC=1C(=CC(=C(C1)C1=CC=C(C=C1)C1=N[C@H](C=2N(C3=C1C(=C(S3)C)C)C(=NN2)C)C)F)C(=O)O